N-{(3S)-1-[(1R,2R)-2-(2',6'-difluoro[1,1'-biphenyl]-2-yl)-2-fluorocyclopropane-1-carbonyl]pyrrolidin-3-yl}methanesulfonamide FC1=C(C(=CC=C1)F)C1=C(C=CC=C1)[C@@]1([C@H](C1)C(=O)N1C[C@H](CC1)NS(=O)(=O)C)F